FC(S(=O)(=O)OC1=CC=2C3=C(C=NC2C(=C1Cl)Cl)CN([C@H]3C)C(COC)=O)(F)F (S)-6,7-dichloro-2-(2-methoxyacetyl)-1-methyl-2,3-dihydro-1H-pyrrolo[3,4-c]quinolin-8-yl trifluoromethanesulfonate